C(CCCCCCCCCCC\C=C/CC)=O (Z)-13-hexadecenal